FC(C1(CC1)C1=NC(=NO1)C1CN(C1)C(=O)OC(C)(C)C)(F)F tert-Butyl 3-[5-[1-(trifluoromethyl)cyclopropyl]-1,2,4-oxadiazol-3-yl]azetidine-1-carboxylate